3,6,9-trioxaundecanedicarboxylic acid C(COCCOCCOCC)(C(=O)O)C(=O)O